N2-(1H-indazol-5-yl)-N4-[2-(6-methyl-2-pyridyl)pyrimidin-4-yl]pyrimidine-2,4-diamine N1N=CC2=CC(=CC=C12)NC1=NC=CC(=N1)NC1=NC(=NC=C1)C1=NC(=CC=C1)C